1,1'-(((3-((4-Methoxyphenyl)thio)propyl)azanediyl)bis(butane-4,1-diyl))bis(cyclopropan-1-ol) COC1=CC=C(C=C1)SCCCN(CCCCC1(CC1)O)CCCCC1(CC1)O